COC1=C(C=C2C=CN=C(C2=C1)NC[C@H]1NC(CC1)=O)C#N (S)-7-methoxy-1-(((5-oxopyrrolidin-2-yl)methyl)amino)isoquinoline-6-carbonitrile